2-(2-(ethylthio)-6-(4-(trifluoromethoxy)phenyl)pyrazolo[1,5-a]pyrimidin-3-yl)-3-methyl-6-(trifluoromethyl)-3H-imidazo[4,5-c]pyridine C(C)SC1=NN2C(N=CC(=C2)C2=CC=C(C=C2)OC(F)(F)F)=C1C1=NC2=C(C=NC(=C2)C(F)(F)F)N1C